2-(4-bromophenyl)mercaptoethanol BrC1=CC=C(C=C1)SCCO